Cl.ClCCN1C=CC=C1 1-(2-chloroethyl)pyrrole hydrochloride